[Cl-].CC([N+](C)(C)CCN)C dimethyl-aminoethyl-trimethyl-ammonium chloride